1'-(3,4-dimethoxyphenyl)-2'-(4-hydroxy-3-methoxybenzoyl)-1',2',5',6',7',7a'-hexahydro-2H-spiro[acenaphthylene-1,3'-pyrrolizin]-2-one COC=1C=C(C=CC1OC)C1C(C2(N3CCCC13)C(C1=CC=CC3=CC=CC2=C13)=O)C(C1=CC(=C(C=C1)O)OC)=O